FC1=CC=C(C=C1)[Se]C[C@H](O)C1=CC=CC=C1 (R)-2-((4-fluorophenyl)seleno)-1-phenylethan-1-ol